C(C)(C)(C)OC(=O)N1OC(C[C@H]1C=1C=NC=C(C1)Br)O (3S)-3-(5-bromo-3-pyridinyl)-5-hydroxy-isoxazolidine-2-carboxylic acid tert-butyl ester